[1,4]-Oxazepan-5-one O1CCNC(CC1)=O